OC1=C(C(=CC(=C1)OCOC)OCOC)C(\C=C\C1=CC=C(C=C1)OCOC)=O (E)-1-[2-Hydroxy-4,6-bis(methoxymethoxy)phenyl]-3-[4-(methoxymethoxy)phenyl]prop-2-en-1-one